ClC=1C=CC(=C(C1)[C@@H](N[S@@](=O)C(C)(C)C)C=1N(C2=CC=CC=C2C1)S(=O)(=O)C1=CC=CC=C1)OC (S)-N-((R)-(5-chloro-2-methoxyphenyl)(1-(phenylsulfonyl)-1H-indole-2-yl)methyl)-2-methylpropane-2-sulfinamide